N=1C=C(N2C1C=CC=C2)C2=NC=CC(=N2)N {imidazo[1,2-a]pyridin-3-yl}pyrimidin-4-amine